C1(=CC=CC=C1)C=1C2=CC=CC=C2C(=C2C=CC(=CC12)C1=C(C#N)C=CC=C1)C1=CC=CC=C1 2-(9,10-diphenylanthracen-2-yl)benzonitrile